2-hydroxyethane-sulfonate OCCS(=O)(=O)[O-]